(2S)-2-[(5-aminopyrimidin-2-yl)amino]propan-1-ol NC=1C=NC(=NC1)N[C@H](CO)C